2-(β-naphthoylmethylene)-3-methylbenzothiazoline C1=C(C=CC2=CC=CC=C12)C(=O)C=C1SC2=C(N1C)C=CC=C2